CS(=O)(=O)O.FC1=C(C=CC(=C1)F)[C@@](CN1N=CN=C1)([C@@H](C)O)O (2R,3R)-2-(2,4-difluorophenyl)-1-(1H-1,2,4-triazol-1-yl)-2,3-butanediol methanesulfonate